silicon-gold [Au].[Si]